OC(CC(=O)[O-])C.[Na+].NCCS(=O)(=O)O taurine sodium 3-hydroxybutyrate